The molecule is a pyridone that is pyridin-2(1H)-one substituted by an acetyl group at position 4 and a methyl group at position 6. It is isolated from the fermentation broth of Streptomyces sp. KORDI-3238 and exhibits moderate cytotoxicity against a number of human cancer cell lines. It has a role as a metabolite, an antineoplastic agent and an antimicrobial agent. It is a pyridone, a methyl ketone and an aromatic ketone. CC1=CC(=CC(=O)N1)C(=O)C